1-(tert-butyl) 2-methyl (2S)-5-(4-ethoxy-2-hydroxy-4-oxobutyl)pyrrolidine-1,2-dicarboxylate C(C)OC(CC(CC1CC[C@H](N1C(=O)OC(C)(C)C)C(=O)OC)O)=O